NC1=NC(=C(C(=N1)N)N)N 2,4,5,6-Tetraaminopyrimidine